ClC1=CC=C(C(=N1)F)O[C@H](C)C=1C=C(C=C2C(C(=C(OC12)C=1C=NN(C1)CC(C)(C)O)C)=O)C 8-[(1R)-1-[(6-Chloro-2-fluoro-3-pyridyl)oxy]ethyl]-2-[1-(2-hydroxy-2-methyl-propyl)pyrazol-4-yl]-3,6-dimethyl-chromen-4-one